CN1N=NC(=C1C=1C=C2C(=NC1)C1=C(N2C(C2CCOCC2)C2=NC=CC=C2C)C(=NN1C)C(C)(C)O)C 2-(6-(1,4-dimethyl-1H-1,2,3-triazol-5-yl)-1-methyl-4-((3-methylpyridin-2-yl)(tetrahydro-2H-pyran-4-yl)methyl)-1,4-dihydropyrazolo[3',4':4,5]Pyrrolo[3,2-b]Pyridin-3-yl)propan-2-ol